C1N(CC2=NS(C=3C(OC=C21)=CNC3)(=O)=O)C(=O)[O-] 1H,7H-dipyrrolo[3,4-b:3',4'-f][1,4,5]oxathiazocin-2(3H)-carboxylat-5,5-dioxid